CN(COC1=CC=C(C=C1)C=C)C N,N-dimethyl-1-(4-vinylphenoxy)methanamine